8-(6-amino-5-((2-amino-3-chloropyridin-4-yl)thio)pyrazin-2-yl)-2-cyclopropyl-8-azaspiro[4.5]dec-2-en-1-amine isethionate salt S(=O)(=O)(O)CCO.NC1=C(N=CC(=N1)N1CCC2(CC=C(C2N)C2CC2)CC1)SC1=C(C(=NC=C1)N)Cl